4-{(1S)-1-[(2-amino-5-bromopyridin-3-yl)oxy]ethyl}benzonitrile NC1=NC=C(C=C1O[C@@H](C)C1=CC=C(C#N)C=C1)Br